4-(benzyloxy)-4-oxobutyl (((2,7-di-tert-butyl-9H-fluoren-9-yl)methoxy)carbonyl)-L-valinate C(C)(C)(C)C1=CC=2C(C3=CC(=CC=C3C2C=C1)C(C)(C)C)COC(=O)N[C@@H](C(C)C)C(=O)OCCCC(=O)OCC1=CC=CC=C1